[Br-].C(=C)N1CN(C=C1)CCCCCCCCCC 1-vinyl-3-decaneyl-imidazole bromide